copper-chromium-silver [Ag].[Cr].[Cu]